17-(2-Propenyl)estr-4-en-17-ol C(C=C)C1([C@]2(C)[C@@H](CC1)[C@@H]1CCC3=CCCC[C@@H]3[C@H]1CC2)O